FC1=CC(=C(C(=O)C=2SC=CC2C(=O)O)C=C1)OCCOC 2-[4-fluoro-2-(2-methoxyethoxy)benzoyl]thiophene-3-carboxylic acid